FC(C)(F)C1=NC(=CC(=N1)C1=CN(C2=CN=C(C=C21)NC(C)=O)CC)C N-(3-(2-(1,1-difluoroethyl)-6-methylpyrimidin-4-yl)-1-ethyl-1H-pyrrolo[2,3-c]pyridin-5-yl)acetamide